5-[(2-chloroethyl)-(2-fluoroethyl)amino]-6-methyl-uracil ClCCN(C=1C(NC(NC1C)=O)=O)CCF